lactic acid (Z)-3-hexen-1-yl ester C(C\C=C/CC)OC(C(O)C)=O